FC=1C(=NC(=NC1)N[C@H]1[C@@H](COCC1)O)C=1C=C2C(=C(C=NC2=CC1)CN1C(CCC1)=O)C(C)C ((6-(5-fluoro-2-(((3S,4R)-3-hydroxytetrahydro-2H-pyran-4-yl)amino)pyrimidin-4-yl)-4-isopropylquinolin-3-yl)methyl)pyrrolidin-2-one